4-[4-(2,5-dichlorophenyl)pyrimidine-2-amido]-3,5-dimethylbenzoic acid ClC1=C(C=C(C=C1)Cl)C1=NC(=NC=C1)C(=O)NC1=C(C=C(C(=O)O)C=C1C)C